ClC1=C(C(=C(C=C1)NS(=O)(=O)N1CCCC1)C#N)NC=1C=C2C(N(C=NC2=CC1)C)=O N-[4-chloro-2-cyano-3-[(3-methyl-4-oxo-quinazolin-6-yl)amino]phenyl]pyrrolidine-1-sulfonamide